OC1CCC(OC1)CNC(OC(C)(C)C)=O tert-butyl ((5-hydroxytetrahydro-2H-pyran-2-yl)methyl)carbamate